5-(1-methylpiperidin-4-yl)cinnoline-8-carboxamide CN1CCC(CC1)C1=C2C=CN=NC2=C(C=C1)C(=O)N